3-(BENZYLAMINO)-4-(CYCLOHEXYLAMINO)-N-(2-(PIPERAZIN-1-YL)ETHYL)BENZENSULFONAMID C(C1=CC=CC=C1)NC=1C=C(C=CC1NC1CCCCC1)S(=O)(=O)NCCN1CCNCC1